ClC1=CC=C(C=C1)CN1C(=NC=2N3CCC[C@H]3CN(C(C12)=O)CCCO)OC1=CC(=CC=C1)OC(F)(F)F (10S)-5-[(4-chlorophenyl)methyl]-8-(3-hydroxypropyl)-4-[3-(trifluoromethoxy)phenoxy]-1,3,5,8-tetraazatricyclo[8.3.0.0[2,6]]tridec-2(6),3-dien-7-one